BrC1=NN(C(=C1)C(=O)NC1=C(C=C(C=C1C)Cl)\C=C(\C(=O)NC(C)C)/Cl)C1=NC=CC=C1Cl (Z)-3-bromo-N-(4-chloro-2-(2-chloro-3-(isopropylamino)-3-oxoprop-1-en-1-yl)-6-methylphenyl)-1-(3-chloropyridin-2-yl)-1H-pyrazole-5-carboxamide